OC(C)(C)C1=CC(=NN1)C1=CC(CC1)C1=NNC(=C1)NC(OCC1=CC=CC=C1)=O benzyl (3-(3-(5-(2-hydroxypropan-2-yl)-1H-pyrazol-3-yl)cyclopent-2-en-1-yl)-1H-pyrazol-5-yl)carbamate